N-(4-((4-((3-fluorobenzyl)oxy)-2-(2-hydroxypropane-2-yl)phenyl)amino)-7-methoxyquinazolin-6-yl)acrylamide FC=1C=C(COC2=CC(=C(C=C2)NC2=NC=NC3=CC(=C(C=C23)NC(C=C)=O)OC)C(C)(C)O)C=CC1